ethyl disulphide C(C)SSCC